oleyloxyl-tin (II) C(CCCCCCC\C=C/CCCCCCCC)O[Sn+]